Cl.Cl.N[C@@H]1CN(C[C@@H](C1)C)C1=C(C=NC=C1)NC(=O)C=1C(=C(C(=CC1)F)C1=C(C=C(C=C1F)N1C(COCC1)=O)F)F N-(4-((3S,5R)-3-amino-5-methylpiperidin-1-yl)pyridin-3-yl)-2,2',6,6'-tetrafluoro-4'-(3-oxomorpholino)-[1,1'-biphenyl]-3-carboxamide dihydrochloride